NC1=CC=C(C=C1)C1=CC=C(C2=CC=CC=C12)C1=CC=C(C=C1)N 1,4-bis(4-aminophenyl)naphthalene